2-{[(E)-{5-Methoxy-1-[4-(trifluoromethyl)phenyl]pentylidene}amino]oxy}ethanamine COCCCC/C(/C1=CC=C(C=C1)C(F)(F)F)=N\OCCN